N1-(4-decylbenzo[d]oxazol-2-yl)propane-1,3-diamine hydrochloride Cl.C(CCCCCCCCC)C1=CC=CC2=C1N=C(O2)NCCCN